racemic-(1-benzyl-4-methylpiperidin-3-yl)carbamic acid methyl ester hydrochloride Cl.COC(NC1CN(CCC1C)CC1=CC=CC=C1)=O